Methyl 1,1-difluoro-9-methyl-1,9a-dihydropyrido[2,1-c][1,4]thiazine-3,4-dicarboxylate FC1(SC(=C(N2C1C(=CC=C2)C)C(=O)[O-])C(=O)OC)F